N=1C=CN2C1C(=NC=C2)OC2=CC=C(C=C2)C2C=1N(CCC2)N(C(C1C(=O)N)=O)C1=CC=CC=C1 (4-(imidazo[1,2-a]pyrazin-8-yloxy)phenyl)-2-oxo-1-phenyl-1,2,4,5,6,7-hexahydropyrazolo[1,5-a]pyridine-3-carboxamide